ClC1=C(C=C2N=C(OC2=O)C=CC2=CC=C(C=C2)N(C)C)C=CC=C1 (2-Chlorobenzylidene)-2-(4-(dimethylamino)styryl)oxazol-5(4H)-one